FC1=C(C=CC=C1F)N1NC(C=2C=NC(=CC21)NC2=NC(=NC(=C2)C)C)=O 1-(2,3-difluorophenyl)-6-((2,6-dimethylpyrimidin-4-yl)amino)-1,2-dihydro-3H-pyrazolo[4,3-c]pyridin-3-one